trans-methyl 4-(6-chloro-3,4-dihydro-2H-benzo[b][1,4]oxazine-2-carboxamido)cyclohexanecarboxylate ClC1=CC2=C(OC(CN2)C(=O)N[C@@H]2CC[C@H](CC2)C(=O)OC)C=C1